3-(5-(2-(4-fluorophenyl)-6-azaspiro[3.4]octane-6-carbonyl)-1-oxoisoindolin-2-yl)piperidine-2,6-dione FC1=CC=C(C=C1)C1CC2(C1)CN(CC2)C(=O)C=2C=C1CN(C(C1=CC2)=O)C2C(NC(CC2)=O)=O